CC(CCN)N 3-methyl-1,3-propanediamine